CN(C(CC1=CC=C(C=C1)C1=C2C(=NC(=C1)NC(=O)C1CC1)NC=C2)=O)C N-(4-(4-(2-(dimethylamino)-2-oxoethyl)phenyl)-1H-pyrrolo[2,3-b]pyridin-6-yl)cyclopropylcarboxamide